2-Hydroxy-phenyl-2-methyl-phenylketone OC1=C(C=CC=C1)C=1C(=C(C=CC1)C(=O)C1=C(C(=CC=C1)C1=C(C=CC=C1)O)C)C